dimethyl-hydroxyfuranone CC1=C(C(C(O1)=O)O)C